2-(1-{4-[(3R)-2,6-dioxopiperidin-3-yl]-3-fluorophenyl}piperidin-4-yl)acetaldehyde O=C1NC(CC[C@@H]1C1=C(C=C(C=C1)N1CCC(CC1)CC=O)F)=O